5-methyl-7-oxo-6-(4-(4-(trifluoromethoxy)phenoxy)phenyl)-4,7-dihydropyrazolo[1,5-a]pyrimidine-3-carbonitrile CC=1NC=2N(C(C1C1=CC=C(C=C1)OC1=CC=C(C=C1)OC(F)(F)F)=O)N=CC2C#N